C(C)(C)(C)OC[C@H]1C(N([C@H](C(N1CC=1C=NN(C1)C)=O)C)C)=O (3S,6S)-3-(tert-butoxymethyl)-1,6-dimethyl-4-((1-methyl-1H-pyrazol-4-yl)methyl)piperazine-2,5-dione